FC1=C(C(=O)N[C@H](C(=O)OC)CC2=CC=C(C=3OCCOC32)C=3N=CC2=CC=CC=C2C3C(F)(F)F)C(=CC=C1)F methyl (S)-2-(2,6-difluorobenzamido)-3-(8-(4-(trifluoromethyl)isoquinolin-3-yl)-2,3-dihydrobenzo[b][1,4]dioxin-5-yl)propanoate